6-(Trifluoromethyl)-3-(4-(3-(3-(trifluoromethyl)-1H-pyrazol-1-yl)piperidin-1-yl)pyrimidin-2-yl)imidazo[1,2-a]pyrazine FC(C=1N=CC=2N(C1)C(=CN2)C2=NC=CC(=N2)N2CC(CCC2)N2N=C(C=C2)C(F)(F)F)(F)F